alanyl-oxazine N[C@@H](C)C(=O)C=1NOC=CC1